P(=O)(OC[N+]1=C(C(=CC=C1)C1=CC(=NO1)CC=1C=NC(=CC1)OCCC1=NC=CC=C1)N)(O)[O-] (2-amino-3-(3-((6-(2-(pyridin-2-yl)ethoxy)pyridin-3-yl)methyl)isoxazol-5-yl)pyridin-1-ium-1-yl)methyl hydrogen phosphate